ClC1=C(C=CC=C1)C1=C(C(=CC=C1)NC(=O)[C@H]1N(C[C@@H](C1)F)C(CN1N=C(C=2C1=CN=C(C2)C=2C=NC=NC2)C(=O)N)=O)F 1-(2-((2S,4R)-2-((2'-chloro-2-fluoro-[1,1'-biphenyl]-3-yl)carbamoyl)-4-fluoropyrrolidin-1-yl)-2-oxoethyl)-5-(pyrimidin-5-yl)-1H-pyrazolo[3,4-c]pyridine-3-carboxamide